N-(4-nitrophenyl)-8-octyl-N-phenylbenzo[1,2-b:4,5-b']dithiophene-4-amine [N+](=O)([O-])C1=CC=C(C=C1)N(C1=C2C(SC=C2)=C(C2=C1SC=C2)CCCCCCCC)C2=CC=CC=C2